methyl 3,4-difluoro-2-((2-fluoro-4-iodophenyl) amino)-5-formylbenzoate FC=1C(=C(C(=O)OC)C=C(C1F)C=O)NC1=C(C=C(C=C1)I)F